hexaethyl-phosphoric triamide C(C)N(P(N(CC)CC)(N(CC)CC)=O)CC